C(C)SC(CC1C(=C(C(CC1)=O)C(CC)=O)O)C [2-(ethylsulfanyl)propyl]-2-propionyl-3-hydroxy-2-cyclohexene-1-one